C(#C)C1OCCC1O 2-ethynyltetrahydrofuran-3-ol